FC(N1N=CC(=C1)C1=CC=C(C2=C1NC(=N2)NC(=O)N2CCC(CC2)(C)O)OC)F N-{7-[1-(difluoromethyl)-1H-pyrazol-4-yl]-4-methoxy-1H-1,3-benzodiazol-2-yl}-4-hydroxy-4-methylpiperidine-1-carboxamide